4-bromo-1-(3-bromopropoxy)-2-(3-chloropropoxy)benzene BrC1=CC(=C(C=C1)OCCCBr)OCCCCl